N,N-bis([1,1'-biphenyl]-4-yl)-4'-(9H-carbazol-9-yl)-[1,1'-biphenyl]-4-amine C1(=CC=C(C=C1)N(C1=CC=C(C=C1)C1=CC=C(C=C1)N1C2=CC=CC=C2C=2C=CC=CC12)C1=CC=C(C=C1)C1=CC=CC=C1)C1=CC=CC=C1